C1(=CC=CC=C1)C#CC1=CC=C(C=C)C=C1 4-(phenylethynyl)styrene